(3R,7R)-2-(3,4-dichlorobenzoyl)-3,7-dimethyl-9-(1-(pyridin-2-yl)ethyl)-1,2,3,4,8,9-hexahydropyrido[4',3':3,4]pyrazolo[1,5-a]pyrazin-10(7H)-one ClC=1C=C(C(=O)N2CC=3C(=NN4C3C(N(C[C@H]4C)C(C)C4=NC=CC=C4)=O)C[C@H]2C)C=CC1Cl